2-methoxy-5-(methoxycarbonyl)pyridin-3-ylboronic acid COC1=NC=C(C=C1B(O)O)C(=O)OC